2-((1r,4S)-4-hydroxycyclohexylamino)-4-((S)-3-methylbutan-2-ylamino)pyrimidine-5-carboxamide OC1CCC(CC1)NC1=NC=C(C(=N1)N[C@@H](C)C(C)C)C(=O)N